2-chloro-6-methyl-4-[3-(trifluoromethyl)-7,8-dihydro-5H-1,6-naphthyridin-6-yl]quinazoline ClC1=NC2=CC=C(C=C2C(=N1)N1CC=2C=C(C=NC2CC1)C(F)(F)F)C